FC=1C=C(C=CC1)N1N=CC2=CC(=CC=C12)C(=O)N1CCC(CC1)C1=NC2=C(N1CC1CCN(CC1)C)C=CC=C2 (1-(3-fluorophenyl)-1H-indazol-5-yl)(4-(1-((1-methylpiperidin-4-yl)methyl)-1H-benzo[d]imidazol-2-yl)piperidin-1-yl)methanone